(S)-N-(3-methoxybenzyl)-1-phenyl-3,4-dihydroisoquinoline-2-carboxamide COC=1C=C(CNC(=O)N2[C@H](C3=CC=CC=C3CC2)C2=CC=CC=C2)C=CC1